1-(2-methoxyethyl)-2-methyl-4,9-dioxo-3-(pyrazin-2-ylmethyl)-4,9-dihydro-1H-naphtho[2,3-d]imidazolium COCC[NH+]1C(N(C2=C1C(C1=CC=CC=C1C2=O)=O)CC2=NC=CN=C2)C